C1CCC12CN(CC2)C2=NC1=C(C=CC=C1C(N2C)=O)C(C)NC2=C(C(=O)O)C=CC=C2 2-[1-[2-(6-azaspiro[3.4]octan-6-yl)-3-methyl-4-oxo-quinazolin-8-yl]ethylamino]benzoic acid